BrC=1C(=NC(=NC1)NC1=CC(=C(C=C1OC)N1CCN(CC1)CC1=C2CN(C(C2=CC=C1)=O)C1C(NC(CC1)=O)=O)C)NC=1C(=C2N=CC=NC2=CC1)P(=O)(C)C 3-(4-((4-(4-((5-bromo-4-((5-(dimethylphosphoryl)quinoxalin-6-yl)amino)pyrimidin-2-yl)amino)-5-methoxy-2-methylphenyl)piperazin-1-yl)methyl)-1-oxoisoindolin-2-yl)piperidine-2,6-dione